C(C)(C)N1C(CCCC1)CN1C=2N(C(C=3C=C4C(=CC13)C=CC=C4)=O)CC=CC2 N-((1-isopropylpiperidin-2-yl)methyl)-12-oxo-12H-benzo[g]pyrido[2,1-b]quinazoline